C1(CCCCC1)NC=1SC=CC1 N-cyclohexylthiolamine